FC=1C=C(C=NC1)[C@H](CNC(C)(C)C1CCC(CC1)NS(=O)(=O)C)O N-((1R,4r)-4-(2-(((R)-2-(5-Fluoropyridin-3-yl)-2-hydroxyethyl)amino)-propan-2-yl)cyclohexyl)methanesulfonamide